3-(3,4-Dichloroisothiazol-5-ylmethoxy)-1,2-benzothiazol-1,1-dioxide ClC1=NSC(=C1Cl)COC1=NS(C2=C1C=CC=C2)(=O)=O